COCN1C=NC(=C1CSC=1NC(C2=C(N1)CCC2)=O)C 2-({[3-(Methoxymethyl)-5-methylimidazol-4-yl]methyl}sulfanyl)-3H,5H,6H,7H-cyclopenta[d]pyrimidin-4-one